tert-Butyl 5-(3-(hydroxymethyl)-2-methylphenyl)-3-(1-methyl-1H-pyrazol-4-yl)-1H-pyrazolo[3,4-c]pyridine-1-carboxylate OCC=1C(=C(C=CC1)C=1C=C2C(=CN1)N(N=C2C=2C=NN(C2)C)C(=O)OC(C)(C)C)C